C(=O)(OC(C)(C)C)NCCN Bocaminoethylamine